6-(2-amino-5-(4-(4-methylpiperazin-1-yl)phenyl)pyridin-3-yl)-3,4-dihydro-2,7-naphthyridin-1(2H)-one NC1=NC=C(C=C1C=1C=C2CCNC(C2=CN1)=O)C1=CC=C(C=C1)N1CCN(CC1)C